4-Fluoromethyl-4-hydroxy-piperidine-1-carboxylic acid (4-methoxy-7-phenyl-thiazolo[4,5-c]pyridin-2-yl)-amide COC1=NC=C(C2=C1N=C(S2)NC(=O)N2CCC(CC2)(O)CF)C2=CC=CC=C2